[I-].C(C(=C)C)(=O)OC(C(CCCCCCCC)N1C=[N+](C=C1)CC1=CC=CC=C1)CCCCCCCC(=O)OC 1-(10-(methacryloyloxy)-18-methoxy-18-oxo-octadecan-9-yl)-3-benzyl-1H-imidazolium iodide